Cl.C(C=C)NCC=C Diallyl-amine hydrochloride